C(#N)CC=1C2=C(S(C1)=O)C(=CC=C2)N[C@@H]2[C@H](CN(CC2)C)F 3-(cyanomethyl)-7-(((3S,4S)-3-fluoro-1-methylpiperidin-4-yl)amino)-1-oxidobenzo[b]thiophen